2,3-dihydrobenzopyran-4-one O1CCC(C2=C1C=CC=C2)=O